FC(S(=O)(=O)NS(=O)(=O)C(F)(F)F)(F)F.[Li] lithium bis(trifluoromethyl-sulfonyl)amine